(R)-8-(2-((4-amino-5-methoxypentyl)oxy)-6-chlorobenzyl)pyrazolo[1,5-a][1,3,5]triazin-4-amin N[C@H](CCCOC1=C(CC=2C=NN3C2N=CN=C3N)C(=CC=C1)Cl)COC